ClC1=C(C(=C2C(=N1)N(N=C2)[C@@H]2[C@@H]([C@@H]([C@H](O2)CS(=O)(=O)CP(O)(O)=O)O)O)N[C@@H](C)C2=CC=C(C=C2)F)C#N |&1:10| (((((2S,3S,4R,SR)-5-(6-chloro-5-cyano-4-(((S)-1-(4-fluorophenyl)ethyl)amino)-1H-pyrazolo[3,4-b]pyridin-1-yl)-3,4-dihydroxytetrahydrofuran-2-yl)methyl)sulfonyl)methyl)phosphonic acid